ClC1=C(C=CC(=C1)C)C(CNC(=O)C1=CC(=NC=C1OC1=CC(=CC=C1)C1CC1)C)F N-[2-(2-chloro-4-methyl-phenyl)-2-fluoro-ethyl]-5-(3-cyclopropyl-phenoxy)-2-methyl-pyridine-4-carboxamide